n-heptanenitrile C(CCCCCC)#N